2'-(dicyclohexylphosphanyl)-2,6-dimethoxybiphenyl-3-sulfonic acid sodium [Na].C1(CCCCC1)P(C1=C(C=CC=C1)C1=C(C(=CC=C1OC)S(=O)(=O)O)OC)C1CCCCC1